CCCC(C(=O)O)CC.CC(C(=O)OCC)CC ethyl 2-methylbutanoate (2-Methyl Ethyl butyrate)